1,4-cyclohexanediamine C1(CCC(CC1)N)N